tert-butyl (E)-4-(2-methoxy-2-oxoethylidene)-3-methylpiperidine-1-carboxylate COC(\C=C/1\C(CN(CC1)C(=O)OC(C)(C)C)C)=O